BrC=1C(=C(C(=O)NC2CC2)C=CC1)Cl 3-bromo-2-chloro-N-cyclopropylbenzamide